4-methylbenzyl 4-chlorobenzoate ClC1=CC=C(C(=O)OCC2=CC=C(C=C2)C)C=C1